FC1=C(C(=CC(=C1)CNC=1SC(=NN1)C)O)N1CC(NS1(=O)=O)=O 5-(2-fluoro-6-hydroxy-4-(((5-methyl-1,3,4-thiadiazol-2-yl)amino)methyl)phenyl)-1,2,5-thiadiazolidin-3-one 1,1-dioxide